COC([C@@H](CC1=CC=C(C=C1)OCC1=C(C=CC=C1F)Cl)N)=O (2R)-2-amino-3-(4-[(2-chloro-6-fluorophenyl)methoxy]phenyl)propionic acid methyl ester